trans-5-(chlorocarbonyl)-3a-methoxy-hexahydropyrrolo[3,4-c]Pyrrole-2(1H)-carboxylic acid tert-butyl ester C(C)(C)(C)OC(=O)N1C[C@H]2CN(C[C@@]2(C1)OC)C(=O)Cl